N-benzyl-1-(4-(dimethylamino)benzyl)-7-isobutyl-5-oxooctahydro-3aH-3,6-methanopyrrolo[3,2-b]pyridine-3a-carboxamide C(C1=CC=CC=C1)NC(=O)C12NC(C3C(C1N(CC2C3)CC3=CC=C(C=C3)N(C)C)CC(C)C)=O